COC1=CC=CC(=C1)NC(=O)C2=CC=CC=C2 N-(3-methoxyphenyl)benzamide